ClC=1C=CC2=C(C3=C(C=4C(=NC=CC4)S2)C=CC=C3)C1 12-chlorodibenzo[4,5:6,7]thiepino[2,3-b]pyridine